ethylene glycol 2-(4-hydroxyethoxycarbonylphenyl)-1H-benzimidazole-5-carboxylate OCCOC(=O)C1=CC=C(C=C1)N1C=NC2=C1C=CC(=C2)C(=O)OCCO